3-Phenyl-1-(3-(prop-2-yn-1-yloxy)phenyl)propan-1-one C1(=CC=CC=C1)CCC(=O)C1=CC(=CC=C1)OCC#C